OC(COC=1C=C(C=2N(C1)N=CC2C#N)C=2C=NC(=CC2)N2CCC(CC2)(CC2=CC=C(C=C2)C)O)(C)C 6-(2-hydroxy-2-methylpropoxy)-4-(6-(4-hydroxy-4-(4-methylbenzyl)piperidin-1-yl)pyridin-3-yl)pyrazolo[1,5-a]pyridine-3-carbonitrile